C1(CC1)SC1=CC=C(C=C1)CO (4-(cyclopropylsulfanyl)phenyl)methanol